(R)-4-(4-(2,5-dimethyl-1H-pyrrol-1-yl)-7-(1H-pyrazol-5-yl)imidazo[1,5-b]Pyridazin-2-yl)-3-methylmorpholine CC=1N(C(=CC1)C)C=1C=2N(N=C(C1)N1[C@@H](COCC1)C)C(=NC2)C2=CC=NN2